N-((3-nitro-4-((1-(tetrahydro-2H-pyran-4-yl)piperidin-4-yl)amino)phenyl)sulfonyl)benzamide [N+](=O)([O-])C=1C=C(C=CC1NC1CCN(CC1)C1CCOCC1)S(=O)(=O)NC(C1=CC=CC=C1)=O